thiomorpholinopyrimidin S1CCN(CC1)C1=NC=CC=N1